[Br-].[Br-].C(C)[PH+](CC)CC.C(C)[PH+](CC)CC triethylphosphonium dibromide